Phenyl (5-(5,8-difluoro-4-oxo-3,4-dihydrophthalazin-1-yl)-1H-benzimidazol-2-yl)carbamate FC1=C2C(NN=C(C2=C(C=C1)F)C1=CC2=C(NC(=N2)NC(OC2=CC=CC=C2)=O)C=C1)=O